COC=1C=CC(=C(C1)S(=O)(=O)Cl)OC 5-methoxy-2-methoxybenzenesulfonyl chloride